(Z)-N-(3-Chloro-4-((3,5-dichloropyridin-4-yl)diazenyl)-5-methoxyphenyl)picolinamide ClC=1C=C(C=C(C1\N=N/C1=C(C=NC=C1Cl)Cl)OC)NC(C1=NC=CC=C1)=O